2-(3-Cyanoquinolin-6-yl)acetic acid C(#N)C=1C=NC2=CC=C(C=C2C1)CC(=O)O